O1C(=CC2=C1C=CC=C2)C(=O)NC2=NSC1=C2C=C(C(=C1Cl)C(=O)N[C@H](C(=O)O)CC1=CC(=CC=C1)S(=O)(=O)C)Cl (s)-2-(3-(benzofuran-2-carboxamido)-5,7-dichlorobenzisothiazole-6-carboxamido)-3-(3-(methylsulfonyl)phenyl)propanoic acid